5'-bromo-1'-cyclopropyl-4'-fluorospiro[cyclopropane-1,3'-dihydroindole]-2'-one BrC=1C(=C2C3(C(N(C2=CC1)C1CC1)=O)CC3)F